COC1=C(N)C=C(C=C1)C(C)(C)C=1N=CSC1 2-methoxy-5-[2-(thiazol-4-yl)propan-2-yl]aniline